(3R,5R)-1-{2-[1-(cyclopropylmethyl)-1H-indol-2-yl]-7-methoxy-1-[(thiophen-2-yl)methyl]-1H-1,3-benzodiazole-5-carbonyl}-5-fluoropiperidin-3-amine C1(CC1)CN1C(=CC2=CC=CC=C12)C1=NC2=C(N1CC=1SC=CC1)C(=CC(=C2)C(=O)N2C[C@@H](C[C@H](C2)F)N)OC